COC=1C(=C2C=CNC2=C(C1)C)CN1C(C2CC2CC1)C1=CC=C(C(=O)O)C=C1 4-(3-((5-methoxy-7-methyl-1H-indol-4-yl)methyl)-3-azabicyclo[4.1.0]heptan-2-yl)benzoic acid